CNC(=O)C1=C(C=CC=C1)SC1=CC=C2C(=NN(C2=C1)C1OCCCC1)/C=C/C1=CC=C(C=N1)OCC1CNCC1 3-[[6-[(E)-2-[6-[2-(methylcarbamoyl)phenyl]thio-1-tetrahydropyran-2-yl-indazol-3-yl]vinyl]-3-pyridyl]oxymethyl]pyrrolidin